1-[(1-methyl-1H-pyrazol-4-yl)[(3S)-1-methylpiperidin-3-yl]sulfamoyl]urea CN1N=CC(=C1)N(S(=O)(=O)NC(=O)N)[C@@H]1CN(CCC1)C